4-allyl-6-(2-tetrahydrofuranyl)-1,2,4-triazine C(C=C)N1CN=NC(=C1)C1OCCC1